1-(4-(3-isopropyl-2-(1H-pyrazolo[3,4-b]pyridin-4-yl)-1H-indol-5-yl)piperidin-1-yl)-2-(methylsulfonyl)ethan-1-one C(C)(C)C1=C(NC2=CC=C(C=C12)C1CCN(CC1)C(CS(=O)(=O)C)=O)C1=C2C(=NC=C1)NN=C2